N1=NN=C1C(=O)[O-] Triazetat